(R)-methyl-4,5,6,7-tetrahydrothieno[3,2-c]pyridine CC1=CC=2CNCCC2S1